C1(CC1)S(=O)(=O)NC(=O)C1=CC(=C(C=C1)N1[C@@H]2C[C@H]([C@H](C1)C2)OC(=O)C=2C(=NOC2C2(CC2)F)C2=C(C=CC=C2Cl)Cl)F 3-(2,6-dichlorophenyl)-5-(1-fluorocyclopropyl)isoxazole-4-carboxylic acid (1S,4S,5R)-2-(4-((cyclopropylsulfonyl) carbamoyl)-2-fluorophenyl)-2-azabicyclo[2.2.1]heptan-5-yl ester